FC1=CC2=C(SC(=C2C)S(=O)(=O)NC2=C(C=C(C=C2)C=2SC=C(N2)CO)S(=O)(=O)C)C=C1 5-fluoro-N-[4-(4-hydroxymethylthiazol-2-yl)-2-methane-sulfonylphenyl]-3-methylbenzo[b]thiophene-2-sulfonamide